O1CCN(CC1)C=1N=C(C2=C(N1)N(CC2)C=2C=NC=CC2)C2=CCN(CC2)C(=O)OC(C)(C)C tert-butyl 4-(2-morpholino-7-(pyridin-3-yl)-6,7-dihydro-5H-pyrrolo[2,3-d]pyrimidin-4-yl)-5,6-dihydropyridine-1(2H)-carboxylate